triisopropylallylsilane C(C)(C)C(C=C(C(C)C)C(C)C)[SiH3]